C(C)C1(CCC(CC1)NC=1N=CC2=C(N1)NC=C2C2=NC=1N(C=C2)N=CC1)O (1s,4s)-1-ethyl-4-((5-(pyrazolo[1,5-a]pyrimidin-5-yl)-7H-pyrrolo[2,3-d]pyrimidin-2-yl)amino)cyclohexan-1-ol